O=C1NC(CCC1N1C(C2=CC=CC(=C2C1)NCCCCCCC(=O)O)=O)=O 7-((2-(2,6-dioxopiperidin-3-yl)-1-oxoisoindolin-4-yl)amino)heptanoic acid